BrC1=CC2=C(N=C(N=C2)N[C@@H]2CC[C@H](CC2)C(=O)NC)N2C1=NN=C2 trans-4-((6-bromo-[1,2,4]triazolo[4',3':1,6]pyrido[2,3-d]pyrimidin-2-yl)amino)-N-methylcyclohexane-1-carboxamide